COCCN(C=1N=C(C2=C(N1)C(=NC(=N2)N(CCOC)CCOC)N2CC=1N(CC2)N=NC1)N1CC(N(CC1)C)=O)CCOC 4-(2,6-bis(bis(2-methoxyethyl)amino)-8-(6,7-dihydro-[1,2,3]triazolo[1,5-a]pyrazin-5(4H)-yl)pyrimido[5,4-d]pyrimidin-4-yl)-1-methylpiperazin-2-one